N-(1-(4-bromothiophen-2-yl)ethylidene)-2-methylpropane-2-sulfinamide BrC=1C=C(SC1)C(C)=NS(=O)C(C)(C)C